(R)-5-(2-(2,5-Difluorophenyl)pyrrolidin-1-yl)-2-nitro-3-aminopyridine FC1=C(C=C(C=C1)F)[C@@H]1N(CCC1)C=1C=C(C(=NC1)[N+](=O)[O-])N